C(C)(C)(C)OC(=O)N1CCC=C(C1)C1=CC2=C(N=CN=C2NC(C)C2=C(C(=CC=C2)C(F)F)F)N(C1=O)C 5-(4-((1-(3-(difluoromethyl)-2-fluorophenyl)ethyl)amino)-8-methyl-7-oxo-7,8-dihydropyrido[2,3-d]pyrimidin-6-yl)-3,6-dihydropyridine-1(2H)-carboxylic acid tert-butyl ester